CN1N=CC2=CC(=CC=C12)C1=CC=C2CC3(C(NC2=C1)=O)CN(CC3)C#N 7'-(1-methyl-1H-indazol-5-yl)-2'-oxo-1',4'-dihydro-2'H-spiro[pyrrolidine-3,3'-quinoline]-1-carbonitrile